FC(OC1=CC=C(C=N1)C1=CN=CC(=N1)C(=O)NOC([2H])([2H])C1=C(C=CC(=C1)OC([2H])([2H])[2H])F)F 6-(6-(difluoromethoxy)pyridin-3-yl)-N-((2-fluoro-5-(methoxy-d3)phenyl)methoxy-d2)pyrazine-2-carboxamide